FC=1C=C(C=CC1)C(=C)C=1OC=CC1 2-(1-(3-fluorophenyl)vinyl)furan